2-Methyl-2-cyclopropenecarboxylic acid CC=1C(C1)C(=O)O